FC(CCCN1N=CN=N1)(F)F 2-(4,4,4-trifluorobutyl)-2H-tetrazol